N-(3,4,5-trifluorobenzyl)hydroxylamine FC=1C=C(CNO)C=C(C1F)F